tricyclodecane dimethyl-terephthalate COC(C1=CC=C(C(=O)OC)C=C1)=O.C1CCCCCCCCC1.C1CCCCCCCCC1.C1CCCCCCCCC1